3-[3-chloro-4-[4-(2,2-dimethoxyethyl)-1-piperidyl]phenyl]-piperidine-2,6-dione ClC=1C=C(C=CC1N1CCC(CC1)CC(OC)OC)C1C(NC(CC1)=O)=O